methyl (S)-3-(5-bromoquinolin-8-yl)-2-(2,6-difluoro-4-(((R)-1,1,1-trifluorobutan-2-yl)amino)benzamido)propanoate BrC1=C2C=CC=NC2=C(C=C1)C[C@@H](C(=O)OC)NC(C1=C(C=C(C=C1F)N[C@@H](C(F)(F)F)CC)F)=O